C(C)(C)(C)OC(=O)N1CC=2N=C(N=C(C2CC1)N1CCN(CC1)C(=O)OCC1=CC=CC=C1)S(=O)(=O)C 4-(4-((benzyloxy)carbonyl)piperazin-1-yl)-2-(methylsulfonyl)-5,8-dihydropyrido[3,4-d]pyrimidine-7(6H)-carboxylic acid tert-butyl ester